methyl 3-aminoisoquinoline-6-carboxylate TFA salt OC(=O)C(F)(F)F.NC=1N=CC2=CC=C(C=C2C1)C(=O)OC